(E)-2-[2-(5,6-dimethyl pyrazin-2-ylmethyloximinomethyl)phenyl]-3-methoxyacrylate CC=1N=CC(=NC1C)CC(C1=C(C=CC=C1)/C(/C(=O)[O-])=C\OC)=NO